FC([C@@H](C1=CC=CC=C1)NS(=O)C(C)(C)C)F N-((R)-2,2-difluoro-1-phenylethyl)-2-methylpropane-2-sulfinamide